ethyl 2,4,6-trichloro-8-fluoro-7-(3-methyl-2-(trifluoromethyl)phenyl)-quinoline-3-carboxylate ClC1=NC2=C(C(=C(C=C2C(=C1C(=O)OCC)Cl)Cl)C1=C(C(=CC=C1)C)C(F)(F)F)F